COC1=CC=C(C=C1)S(=O)(=O)N1CC2=C(C3=C(C(N(N=C3)CC3=C(SC=C3)C(=O)OC)=O)N2C)CC1 methyl 3-((7-((4-methoxyphenyl)sulfonyl)-5-methyl-4-oxo-4,5,6,7,8,9-hexahydro-3H-pyrido[4',3':4,5]pyrrolo[2,3-d]pyridazin-3-yl)methyl)thiophene-2-carboxylate